BrC=1C=C(C=CC1OC1CC(C1)N(CC1CCNCC1)C)C(C)(C)O 2-(3-bromo-4-((1r,3r)-3-(methyl(piperidin-4-ylmethyl)amino)cyclobutoxy)phenyl)propan-2-ol